N1C(=CC=C1)C(=O)C1N(CCCC1)N Pyrroloyl-piperidineamine